oxo-2-bromo-5-methylpyridine O=C1C(N=CC(=C1)C)Br